sodium sulfo-naphthalenedicarboxylic acid S(=O)(=O)(O)C1=C(C(=C2C=CC=CC2=C1)C(=O)O)C(=O)O.[Na]